C1(CC1)NC(C1=C(C=C(C=C1OC)B1OC(C(O1)(C)C)(C)C)OC(F)F)=O N-cyclopropyl-2-(difluoromethoxy)-6-methoxy-4-(4,4,5,5-tetramethyl-1,3,2-dioxaborolan-2-yl)benzamide